(S)- or (R)-2-amino-1-propanol N[C@H](CO)C |o1:1|